bis[(beta-(3,5-ditert-butyl-4-hydroxybenzyl)-methylcarboxyethyl)]sulphide C(C)(C)(C)C=1C=C(CC(CSCC(CC2=CC(=C(C(=C2)C(C)(C)C)O)C(C)(C)C)(C(=O)O)C)(C(=O)O)C)C=C(C1O)C(C)(C)C